N-[(2-amino-3-fluoroquinolin-7-yl)methyl]-N-(2-methanesulfonylphenyl)-2-methylpyridine-4-carboxamide NC1=NC2=CC(=CC=C2C=C1F)CN(C(=O)C1=CC(=NC=C1)C)C1=C(C=CC=C1)S(=O)(=O)C